C(C)(C)(C)N1N=C(C(=C1C)O)C1=CC=C(C=C1)C1=CC=NC=C1 1-(tert-Butyl)-3-(4-(pyridin-4-yl)phenyl)-5-methylpyrazole-4-ol